(±)-trans-tert-butyl 5-methoxy-4-((2-(4-(methoxycarbonyl)phenyl)-4-(pyridin-2-yl)piperidin-1-yl)methyl)-7-methyl-1H-indole-1-carboxylate COC=1C(=C2C=CN(C2=C(C1)C)C(=O)OC(C)(C)C)CN1[C@H](C[C@@H](CC1)C1=NC=CC=C1)C1=CC=C(C=C1)C(=O)OC |r|